C1(CC1)C=1OC2=C(C=C(C=C2C(C1C)=O)C)[C@@H](C)OC=1C(=NC=CC1)S(=O)(=O)N 3-[(1R)-1-(2-Cyclopropyl-3,6-dimethyl-4-oxo-chromen-8-yl)ethoxy]pyridine-2-sulfonamide